Methyl 4-((4-(pyridin-2-yl)thiazol-2-yl)carbamoyl)benzoate N1=C(C=CC=C1)C=1N=C(SC1)NC(=O)C1=CC=C(C(=O)OC)C=C1